N-(1-methoxypropan-2-yl)-3-(5''-(methylsulfonamido)dispiro[cyclopropane-1,1'-cyclohexane-4',3''-indoline]-1''-carbonyl)benzenesulfonamide COCC(C)NS(=O)(=O)C1=CC(=CC=C1)C(=O)N1CC2(C3=CC(=CC=C13)NS(=O)(=O)C)CCC1(CC2)CC1